[Pt](Cl)(Cl)(Cl)Cl Platinum(IV) chloride